tert-butyl (3-(7-carbamoyl-3-chloro-5,6-difluoro-2-methyl-1H-indol-4-yl) cyclohex-3-en-1-yl)carbamate C(N)(=O)C=1C(=C(C(=C2C(=C(NC12)C)Cl)C=1CC(CCC1)NC(OC(C)(C)C)=O)F)F